N-(2-chloro-4-(ethyl(5-fluoro-2-((4-(4-methylpiperazin-1-yl)phenyl)amino)pyrimidin-4-yl)amino)phenyl)acetamide ClC1=C(C=CC(=C1)N(C1=NC(=NC=C1F)NC1=CC=C(C=C1)N1CCN(CC1)C)CC)NC(C)=O